ClC=1C(=NC(=NC1)NC=1C=CC2=C(CC[C@H](CC2)N2CCCC2)C1)NC1=C(C=C(C=C1)N1N=NN=C1)P(C)(C)=O (S)-(2-((5-chloro-2-((7-(pyrrolidin-1-yl)-6,7,8,9-tetrahydro-5H-benzo[7]annulen-2-yl)amino)pyrimidin-4-yl)amino)-5-(1H-tetrazol-1-yl)phenyl)dimethyl-phosphine oxide